2-Chloro-N-[1-(2,6-dimethylpyridin-4-yl)-1H-indazol-4-yl]-5-{[(3-hydroxy-2,2-dimethylpropionyl)amino]methyl}benzamide ClC1=C(C(=O)NC2=C3C=NN(C3=CC=C2)C2=CC(=NC(=C2)C)C)C=C(C=C1)CNC(C(CO)(C)C)=O